tert-butyl (3R,5R)-3-((1-chloropyrido[3,4-d]pyridazin-4-yl)amino)-5-fluoropiperidine-1-carboxylate ClC1=C2C(=C(N=N1)N[C@H]1CN(C[C@@H](C1)F)C(=O)OC(C)(C)C)C=NC=C2